3-fluoro-2-hydroxy-benzoic acid FC=1C(=C(C(=O)O)C=CC1)O